ClC1=C2N(C(C(=C1)NC1=CC(=NC=N1)NC(OC(C)(C)C)=O)=O)C1(NC2=O)C(OCC1)(C)C tert-butyl (6-((8'-chloro-2,2-dimethyl-1',5'-dioxo-1',4,5,5'-tetrahydro-2H,2'H-spiro[furan-3,3'-imidazo[1,5-a]pyridin]-6'-yl)amino)pyrimidin-4-yl)carbamate